(R)-1-{[2-(difluoromethyl)-6-(1H-pyrrolo[2,3-b]pyridin-3-yl)pyridin-3-yl]oxy}-2,4-dimethylpentan-2-amine FC(C1=NC(=CC=C1OC[C@@](CC(C)C)(N)C)C1=CNC2=NC=CC=C21)F